CN1CC(C1)(C)C(O)(C1=CC=C(C=C1)OC(F)(F)F)C1=CC(=CC=C1)CO (1,3-Dimethyl-azetidin-3-yl)-(3-hydroxymethyl-phenyl)-(4-trifluoromethoxy-phenyl)-methanol